3-buten-1-yl-boronic acid C(CC=C)B(O)O